(n-butylcyclopentadienyl)tris(ethylmethylamino)hafnium C(CCC)C1(C=CC=C1)[Hf](N(CC)C)(N(CC)C)N(C)CC